BrC=1C(=C(O[C@H]2CC3(CC2)CCN(CC3)CC(=O)OCC)C=CC1)C ethyl (R)-2-(2-(3-bromo-2-methylphenoxy)-8-azaspiro[4.5]decan-8-yl)acetate